5-methyl-1-(2-phenyl-2-((tetrahydro-2H-pyran-4-yl)oxy)ethyl)-2H-thiophene CC1=CCCS1CC(OC1CCOCC1)C1=CC=CC=C1